IC1=CC=C(N=N1)N(C1C[C@@H](N(CC1)C(=O)[O-])C)C (S)-4-[(6-iodopyridazin-3-yl)(methyl)amino]-2-methylpiperidine-1-carboxylate